tert-Butyl 4-(((tert-butyldimethylsilyl)oxy)methyl)piperidine-1-carboxylate [Si](C)(C)(C(C)(C)C)OCC1CCN(CC1)C(=O)OC(C)(C)C